C1CCC2=C(C=3CCCC3C=C12)NC(=O)NS(=O)(=O)C=1OC=C(C1)CN(C)CC1(CCC1)O N-((1,2,3,5,6,7-hexahydro-s-indacen-4-yl)carbamoyl)-4-((((1-hydroxycyclobutyl)methyl)(methyl)amino)methyl)furan-2-sulfonamide